O1CCN(CC(C1)C(=O)OC)C(=O)OC(C)(C)C 4-(tert-butyl) 6-methyl 1,4-oxazepane-4,6-dicarboxylate